C1(CC1)CN1C(=NN=C1)C1=CC=CC(=N1)NC(=O)C1=CC2=C(OCC=3N2C=NC3)C=C1F N-(6-(4-(cyclopropylmethyl)-4H-1,2,4-triazol-3-yl)pyridin-2-yl)-7-fluoro-4H-benzo[b]imidazo[1,5-d][1,4]oxazine-8-carboxamide